The molecule is a cationic sphingoid that is the conjugate acid of 4-hydroxy-15-methylhexadecasphinganine, obtained by protonation of the amino group; major species at pH 7.3. It is a conjugate acid of a 15-methylhexadecaphytosphingosine. CC(C)CCCCCCCCCC[C@H]([C@H]([C@H](CO)[NH3+])O)O